(S)-5-bromo-3-(2-(2-ethoxy-2-oxoethyl)phenoxy)-2,3-dihydrospiro[indene-1,4'-piperidine]-1'-carboxylic acid methyl ester COC(=O)N1CCC2(CC1)C[C@@H](C1=CC(=CC=C12)Br)OC1=C(C=CC=C1)CC(=O)OCC